BrC=1C(=CC2=C(NC=N2)C1)[N+](=O)[O-] 6-Bromo-5-nitro-1H-benzimidazole